bis(2-hydroxyphenyl) disulfide OC1=C(C=CC=C1)SSC1=C(C=CC=C1)O